BrC=1N=C(C=2N(C(C(=C(N2)C)C(F)(F)F)=O)C1)C1=C(C=C(C=C1)Cl)F 7-bromo-9-(4-chloro-2-fluorophenyl)-2-methyl-3-(trifluoromethyl)-4H-pyrazino[1,2-a]pyrimidin-4-one